NC=1C=2N(C(=C(N1)C1=C(C#N)C=CC=C1)C1=NC=NC=C1)N=C(C2)CN2CCC2 (4-amino-2-(azetidin-1-ylmethyl)-7-(pyrimidin-4-yl)pyrazolo[1,5-a]pyrazin-6-yl)benzonitrile